1,3-dioctadecyl-imidazolium C(CCCCCCCCCCCCCCCCC)N1C=[N+](C=C1)CCCCCCCCCCCCCCCCCC